S1C(=CC=C1)CCN=C=O 2-(thien-2-yl)ethyl isocyanate